1-(4-(3-(3-(trifluoromethyl)phenyl)-1H-pyrrolo[2,3-b]pyridin-5-yl)benzyl)piperidin-3-ol FC(C=1C=C(C=CC1)C1=CNC2=NC=C(C=C21)C2=CC=C(CN1CC(CCC1)O)C=C2)(F)F